COC1=CC=C(C=NC2=CC=CC=C2)C=C1 N-p-methoxybenzylideneaniline